N-(4-fluoro-2,6-dimethylphenyl)-acetamide FC1=CC(=C(C(=C1)C)NC(C)=O)C